6-(3-((Z)-((1S,4S,5R)-4-fluoro-1-methyl-8-azabicyclo[3.2.1]octan-3-ylidene)methyl)-1,2,4-triazin-6-yl)isoquinolin-7-ol F[C@H]1\C(\C[C@@]2(CC[C@H]1N2)C)=C/C=2N=NC(=CN2)C=2C=C1C=CN=CC1=CC2O